C(CCC)OC(NS(=O)(=O)C1=C(N=C(S1)CC(C)C)C1=CC=C(C=C1)CN1C(=NC=C1)C(C)(C)O)=O ((4-(4-((2-(2-hydroxypropan-2-yl)-1H-imidazol-1-yl)methyl)phenyl)-2-isobutylthiazol-5-yl)sulfonyl)carbamic acid butyl ester